S(C)(=O)(=O)O.S1CCCCC1 tetrahydrothiopyran mesylate